6-[(3-aminopyridin-2-yl)amino]nicotinic acid methyl ester COC(C1=CN=C(C=C1)NC1=NC=CC=C1N)=O